CC(CCO)C=CC(CC)C 3,6-dimethyloct-4-en-1-ol